(Z)-11-hexadecenal ((Z)-11-hexadecen-1-yl)acetate C(CCCCCCCCC\C=C/CCCC)CC(=O)O.C(CCCCCCCCC\C=C/CCCC)=O